3,3,7,7-tetraethyl-4,6-nonanedione C(C)C(CC)(C(CC(C(CC)(CC)CC)=O)=O)CC